6-bromo-3-(4-chlorophenyl)-2-((5-chloropyridin-2-yl)methyl)-3-hydroxyisoindolin-1-one BrC1=CC=C2C(N(C(C2=C1)=O)CC1=NC=C(C=C1)Cl)(O)C1=CC=C(C=C1)Cl